ClC1=NC=NC(=C1C=O)NC1=C(C=CC(=C1)[N+](=O)[O-])N1CCN(CC1)C 4-chloro-6-((2-(4-methylpiperazin-1-yl)-5-nitrophenyl)amino)pyrimidine-5-carbaldehyde